2,2-difluorobutyl trifluoromethanesulfonate FC(S(=O)(=O)OCC(CC)(F)F)(F)F